(E)-N-(4-(1-(4-(4-(3-(2-(2-((2-(2,6-dioxopiperidin-3-yl)-1,3-Dioxoisoindoline-4-yl)amino)ethoxy)ethoxy)propionyl)piperazin-1-yl)benzoyl)piperidin-4-yl)butyl)-3-(Pyridin-3-yl)acrylamide O=C1NC(CCC1N1C(C2=CC=CC(=C2C1=O)NCCOCCOCCC(=O)N1CCN(CC1)C1=CC=C(C(=O)N2CCC(CC2)CCCCNC(\C=C\C=2C=NC=CC2)=O)C=C1)=O)=O